CC1=CC=C(C=C1)S(=O)(=O)NC(=O)NC(C1=CC=CC=C1)(C1=CC=CC=C1)NC(=O)NS(=O)(=O)C1=CC=C(C)C=C1 bis(p-toluenesulfonylaminocarbonylamino)diphenylmethane